BrC=1C(=C(C(=CC1F)C)\N=N\SC(C)(C)C)F (E)-1-(3-bromo-2,4-difluoro-6-methylphenyl)-2-(tert-butylthio)diazene